CC12CC3(CC(CC(C1)(C3)C)(C2)CN2N=CC(=C2C)B2OC(C(O2)(C)C)(C)C)OCCNC(OC(C)(C)C)=O tert-butyl N-{2-[(3,5-dimethyl-7-{[5-methyl-4-(4,4,5,5-tetramethyl-1,3,2-dioxaborolan-2-yl) pyrazol-1-yl]methyl}adamantan-1-yl)oxy]ethyl}carbamate